1-(4-(difluoromethoxy)-3-(oxazol-4-yl)phenyl)-3-methyl-1H-pyrazole-4-carboxylic acid FC(OC1=C(C=C(C=C1)N1N=C(C(=C1)C(=O)O)C)C=1N=COC1)F